tert-butyl 4-[[1-(4-hydroxy-3-methoxy-phenyl)azetidin-3-yl]methyl]piperidine-1-carboxylate OC1=C(C=C(C=C1)N1CC(C1)CC1CCN(CC1)C(=O)OC(C)(C)C)OC